methyl 3-(3-((tert-butoxycarbonyl)(methyl)amino)bicyclo[1.1.1]pentan-1-yl)propanoate C(C)(C)(C)OC(=O)N(C12CC(C1)(C2)CCC(=O)OC)C